C(C)(C)(C)OC(=O)N1[C@@H](C[C@H](C1)OC)C=O.ClC1=CC=C(C=C1)NC([C@H](C)C1CC2(CN(C2)C2=NOC(=C2)C(F)(F)F)C1)=O (R)-N-(4-chlorophenyl)-2-(2-(5-(trifluoromethyl)isoxazol-3-yl)-2-azaspiro[3.3]heptan-6-yl)propanamide tert-Butyl-(2S,4R)-2-formyl-4-methoxypyrrolidine-1-carboxylate